OCC1=CC2=C(OC(CO2)C#N)C=C1 6-(hydroxymethyl)-2,3-dihydrobenzo[b][1,4]dioxin-2-carbonitrile